NC1=CC=CC=2N=C(NC21)C2=CC=C(C=C2)N amino-2-(4-aminophenyl)-benzimidazole